[N+](=O)([O-])N1N=CC(=C1)[N+](=O)[O-] 1,4-dinitropyrazole